N'-(3-methylphenyl)-2,2-dimethyl-2H-chromene-6-carbohydrazide CC=1C=C(C=CC1)NNC(=O)C=1C=C2C=CC(OC2=CC1)(C)C